2-bromo-1-(2-chloropyrimidine-4-yl)ethanone BrCC(=O)C1=NC(=NC=C1)Cl